[{(2S,6R)-6-(5-methyl-2,4-dioxo-3,4-dihydropyrimidin-1(2H)-yl)-4-tritylmorpholin-2-yl}methyl]succinate CC=1C(NC(N(C1)[C@@H]1O[C@H](CN(C1)C(C1=CC=CC=C1)(C1=CC=CC=C1)C1=CC=CC=C1)CC(C(=O)[O-])CC(=O)[O-])=O)=O